NC1=CC=C(CCO)C=C1 4-Aminophenethyl alcohol